BrC1=CC(=C(C=C1)NC1=NC2=C(N1C([2H])([2H])[2H])C=C(C=C2F)C(=O)O)F ((4-bromo-2-fluorophenyl)amino)-4-fluoro-1-(methyl-d3)-1H-benzimidazole-6-carboxylic acid